5-cyanonicotinic acid methyl ester COC(C1=CN=CC(=C1)C#N)=O